4-amino-2-(2-amino-ethyl)butyric acid NCCC(C(=O)O)CCN